C(C1=CC=CC=C1)OC1CC(C1)OC1=CC(=NC(=C1)Cl)Cl 4-(3-(benzyloxy)cyclobutoxy)-2,6-dichloropyridine